C(C1=CC=CC=C1)S(=O)(=O)NC(C1=CC=C(C=C1)N1CCN(CC1)C(=O)C=1C=NC=C(C1)C#CC=1C=NC=C(C1)O)=O N-benzylsulfonyl-4-[4-[5-[2-(5-hydroxypyridine-3-yl)ethynyl]pyridin-3-carbonyl]piperazine-1-yl]benzamide